Ethyl 3-(3-(6-hydroxy-2,5,5-trimethyl-1-(2-methylhydrazineyl)-1-oxohexan-2-yl)phenyl)-2-methylpropanoate OCC(CCC(C(=O)NNC)(C)C=1C=C(C=CC1)CC(C(=O)OCC)C)(C)C